COC1=CC=C(C=C1)CN1C([C@]2(C[C@@H](N[C@@H](C2)C=2N=NN(C2)C)C)C2=CC=C(C=C12)C(F)(F)F)=O (2'S,3S,6'S)-1-[(4-methoxyphenyl)methyl]-2'-methyl-6'-(1-methyltriazol-4-yl)-6-(trifluoromethyl)spiro[indoline-3,4'-piperidine]-2-one